1-(4-(2-(2,6-dimethylpyridin-4-yl)-3-isopropyl-1H-indol-5-yl)piperidin-1-yl)-2-ethylbutan-1-one CC1=NC(=CC(=C1)C=1NC2=CC=C(C=C2C1C(C)C)C1CCN(CC1)C(C(CC)CC)=O)C